NC1=CC=C(C=C1)NC=1C(C2=CC=CC=C2C(C1)=O)=O ((4-aminophenyl)amino)naphthalene-1,4-dione